N-tert-butyl-2-[methyl(2-{4-[3-(methylamino)propyl]pyridin-2-yl}-5H,6H,7H-cyclopenta[d]pyrimidin-4-yl)amino]acetamide C(C)(C)(C)NC(CN(C=1C2=C(N=C(N1)C1=NC=CC(=C1)CCCNC)CCC2)C)=O